7-fluoro-1-hydroxy-3H-2,1-benzoxaborole-6-carboxylic acid FC1=C(C=CC=2COB(C21)O)C(=O)O